(R)-4-(propane-1-yn-1-yl)-1-(1-(4-(pyrrolidin-1-yl)phenyl)ethyl)-1H-indazole C(#CC)C1=C2C=NN(C2=CC=C1)[C@H](C)C1=CC=C(C=C1)N1CCCC1